6-bromomethyl-5,7-difluoroquinoline BrCC=1C(=C2C=CC=NC2=CC1F)F